C(C1=CC=CC=C1)O[C@@H](C)C1=NSC(=N1)C(=O)OCC ethyl (S)-3-(1-(benzyloxy)ethyl)-1,2,4-thiadiazole-5-carboxylate